titanium catecholate C=1([O-])C([O-])=CC=CC1.[Ti+4].C=1([O-])C([O-])=CC=CC1